C(C)NS(=O)C(C)(C)C N-ethyl-2-methylpropane-2-sulfinamide